(2-methoxyphenyl)(6-(3-methyl-1-(o-tolyl)-1H-pyrazol-5-yl)-2-azaspiro[3.3]heptan-2-yl)methanone COC1=C(C=CC=C1)C(=O)N1CC2(C1)CC(C2)C2=CC(=NN2C2=C(C=CC=C2)C)C